BrC=1C(=C(OC=2N=NC(=C(C2C(=O)NCC(F)(F)C2=C(C=C(C=C2)C)Cl)C)Cl)C=CC1)F 3-(3-bromo-2-fluoro-phenoxy)-6-chloro-N-[2-(2-chloro-4-methyl-phenyl)-2,2-difluoro-ethyl]-5-methyl-pyridazine-4-carboxamide